OCC1=CC=CC=2C=3N(C(=NC12)NC=1C(N=CC=CC1)=O)N=C(N3)C3=CC=C(C=C3)OC (3R)-3-{[7-(hydroxymethyl)-2-(4-methoxyphenyl)[1,2,4]triazolo[1,5-c]quinazolin-5-yl]amino}azepin-2-one